BrC1=C2CCCOC2=C(C=C1)CCl 5-bromo-8-(chloromethyl)chroman